N-(4-(5-(dimethylamino)pyrazin-2-ylsulfonyl)benzyl)imidazo[1,2-a]pyridine-6-carboxamide CN(C=1N=CC(=NC1)S(=O)(=O)C1=CC=C(CNC(=O)C=2C=CC=3N(C2)C=CN3)C=C1)C